9-benzyl-6-methoxy-8-(2-methoxyethoxy)-9H-purine C(C1=CC=CC=C1)N1C2=NC=NC(=C2N=C1OCCOC)OC